N-[1'-(7-bromo-6-methyl-pyrazolo[1,5-a]pyrazin-4-yl)-4-methoxy-spiro[indan-2,4'-piperidine]-1-ylidene]-2-methyl-propane-2-sulfinamide BrC1=C(N=C(C=2N1N=CC2)N2CCC1(CC2)C(C2=CC=CC(=C2C1)OC)=NS(=O)C(C)(C)C)C